COC1=CC=C(C(=N1)C=1N(N=CC1[N+](=O)[O-])CC1=CC=C(C=C1)OC)N 6-Methoxy-2-[2-(4-methoxy-benzyl)-4-nitro-2H-pyrazol-3-yl]-pyridin-3-ylamine